ClC=1C=C(OCC(=O)N(C)CC(C)C)C=C(C1CC1=CC(=C(C=C1)O)C(C)C)Cl 2-(3,5-dichloro-4-(4-hydroxy-3-isopropylbenzyl)phenoxy)-N-isobutyl-N-methylacetamide